CN(CCCNC1=C(C=CC=C1)S(=O)(=O)NC1=CC=C2[C@@H]3[C@H](COC2=C1C(=O)O)C3)C (1aR,7bS)-5-[2-(3-dimethylaminopropylamino)benzene-sulfonylamino]-1,1a,2,7b-tetrahydrocyclopropa[c]chromene-4-carboxylic acid